CN(C)CC(C#N)C#N alpha-(N,N-dimethylaminomethyl)malononitrile